C(C)(C)(C)C1=NC(=NO1)C1=CC=C(C=C1)C(=O)N1CC2(C1)CC(C2)N2N=CC(=C2)C [4-(5-tert-butyl-1,2,4-oxadiazol-3-yl)phenyl]-[6-(4-methylpyrazol-1-yl)-2-azaspiro[3.3]heptane-2-yl]methanone